FC1=C(C=O)C(=CC=C1)N1CC(C1)OC 2-fluoro-6-(3-methoxyazetidin-1-yl)benzaldehyde